FC(C=1C(=NC=CC1)OCC(C)(C)NC(C[C@H]1N(CCC1)C)=O)F (S)-N-(1-((3-(difluoromethyl)pyridin-2-yl)oxy)-2-methylpropan-2-yl)-2-(1-methylpyrrolidin-2-yl)acetamide